N,9-Bis({[1,1'-biphenyl]-4-yl})-N-(9,9-dimethyl-9H-fluoren-2-yl)-9-phenyl-9H-fluorene-4-amine C1(=CC=C(C=C1)N(C1=CC=CC=2C(C3=CC=CC=C3C12)(C1=CC=CC=C1)C1=CC=C(C=C1)C1=CC=CC=C1)C1=CC=2C(C3=CC=CC=C3C2C=C1)(C)C)C1=CC=CC=C1